C1(CC1)[C@H]1CN(CCN1)C=1N=NC(=CN1)C1=C(C=C(C=C1)C1=CC=2C(C=N1)=NN(N2)C)O 2-{3-[(3S)-3-cyclopropylpiperazin-1-yl]-1,2,4-triazin-6-yl}-5-(2-methyl-2H-[1,2,3]triazolo[4,5-c]pyridin-6-yl)phenol